[N+](=O)([O-])C=1C=C(C=CC1)N1C2CCC1CC2 (1S,4S)-7-(3-nitrophenyl)-7-azabicyclo[2.2.1]Heptane